FC1(C2CN(CC12C1=CC=CC=C1)C(=O)C1=CN(C2=C1C(N(C=C2C)C)=O)C)F 3-((6,6-difluoro-1-phenyl-3-azabicyclo[3.1.0]hex-3-yl)carbonyl)-1,5,7-trimethyl-1,5-dihydro-4H-pyrrolo[3,2-c]pyridin-4-one